[N+](=O)([O-])O[O-] peroxy-nitrate